2-({1-[2-amino-6-(furan-2-yl)pyrimidin-4-yl]-1H-1,2,3-benzotriazol-5-yl}oxy)-N-phenylacetamide NC1=NC(=CC(=N1)N1N=NC2=C1C=CC(=C2)OCC(=O)NC2=CC=CC=C2)C=2OC=CC2